tert-butyl ((S,E)-1-((2-((R)-4-(5-cyanopyridin-2-yl)-2-methylpiperazin-1-yl)-2-oxoethoxy)imino) propan-2-yl)carbamate C(#N)C=1C=CC(=NC1)N1C[C@H](N(CC1)C(CO\N=C\[C@H](C)NC(OC(C)(C)C)=O)=O)C